O6-methyl-2'-deoxyguanosine-5'-Triphosphate P(O)(=O)(OP(=O)(O)OP(=O)(O)O)OC[C@@H]1[C@H](C[C@@H](O1)N1C=NC=2C(OC)=NC(N)=NC12)O